4-((3-fluoro-2-methoxyphenyl)amino)-6-((5-fluoro-4-methylpyridin-2-yl)amino)-2-methyl-1,2-dihydro-3H-pyrazolo[3,4-b]pyridin-3-one FC=1C(=C(C=CC1)NC1=C2C(=NC(=C1)NC1=NC=C(C(=C1)C)F)NN(C2=O)C)OC